N-(4-(3-Amino-7-(3-hydroxy-3-methylbut-1-yn-1-yl)-1H-indazol-5-yl)pyridin-2-yl)cyclopropanecarboxamide NC1=NNC2=C(C=C(C=C12)C1=CC(=NC=C1)NC(=O)C1CC1)C#CC(C)(C)O